C(C)N1N=C(C=C1)C=1C=C(C=C(C1)C=1C=NN(C1)C(C)C)[C@@H](C)NC(C1=C(C=CC(=C1)N1C[C@@H]2N(CC1)CCC2)C)=O N-((R)-1-(3-(1-ethyl-1H-pyrazol-3-yl)-5-(1-isopropyl-1H-pyrazol-4-yl)phenyl)ethyl)-5-((R)-hexahydropyrrolo[1,2-a]pyrazin-2(1H)-yl)-2-methylbenzamide